4-hydroxy-6-phenyl-2-(3-pyridinyl)pyrimidine-5-carbonitrile OC1=NC(=NC(=C1C#N)C1=CC=CC=C1)C=1C=NC=CC1